5,5'-(2,5-dimethyl-1,4-phenylene)bis(3,4-ethylenedioxythiophene) CC1=C(C=C(C(=C1)C1=C2C(=CS1)OCCO2)C)C2=C1C(=CS2)OCCO1